4-((adamantan-1-yl)amino)-N-(1-(2,6-dioxopiperidin-3-yl)-2-oxo-1,2-dihydrobenzo[cd]indol-6-yl)butanamide C12(CC3CC(CC(C1)C3)C2)NCCCC(=O)NC=2C=3C1=C(C(N(C1=CC2)C2C(NC(CC2)=O)=O)=O)C=CC3